2-(benzyloxy)-4-(2-(2-methoxyethoxy)ethoxy)benzoic acid C(C1=CC=CC=C1)OC1=C(C(=O)O)C=CC(=C1)OCCOCCOC